2-bromo-N-(dimethylaminomethylene)acrylamide BrC(C(=O)N=CN(C)C)=C